BrC1=CC=C(C=C1)C1=CC=C2C=3C=CC=CC3N(C2=C1)C1=CC=CC=C1 7-(4-bromophenyl)-9-phenyl-9H-carbazole